methyl 2-chloro-4-[[1-methyl-5-[3-(trifluoromethyl)-1H-pyrazol-4-yl]imidazole-2-carbonyl]amino]benzoate ClC1=C(C(=O)OC)C=CC(=C1)NC(=O)C=1N(C(=CN1)C=1C(=NNC1)C(F)(F)F)C